(R)-N-(2-(2-((4-(pyrrolidin-3-ylamino)phenyl)amino)quinazolin-8-yl)pyridin-4-yl)acrylamide N1C[C@@H](CC1)NC1=CC=C(C=C1)NC1=NC2=C(C=CC=C2C=N1)C1=NC=CC(=C1)NC(C=C)=O